NC1=C2C(=NC=N1)N(N=C2C)C(C)C=2C(=C(C(=C(C2)Cl)F)C2CN(C2)CCC)OCC (2R)-1-(3-{3-[1-(4-Amino-3-methyl-1H-pyrazolo[3,4-d]pyrimidin-1-yl)ethyl]-5-chloro-2-ethoxy-6-fluorophenyl}azetidin-1-yl)propan